decamethyl-eicosane CC(C(C(C(C(C)(C)C)(C)C)(C)C)(C)C)CCCCCCCCCCCCCCC